ClC1=CC2=NC=3C=CC(=CC3C(C2=C(C1=O)Cl)(C)C)C1=C(C=CC=C1)P(O)(=O)C1=CC=CC=C1.FC1=CC=C(C=C1)C(=O)C=1N=CN(C1)C1=CC=C(C=C1)C (4-fluorophenyl)(1-(p-tolyl)-1H-imidazol-4-yl)methanone 6,8-dichloro-9,9-dimethyl-7-oxo-7,9-dihydroacridin-2-yl-diphenylphosphinate